methyl 6-oxo-1H-pyridine-3-carboxylate O=C1C=CC(=CN1)C(=O)OC